C(C)(C)(C)C1=CN=CC=2N=C(N=C(C21)N)C2=C(C=NC=C2)C tert-butyl-2-(3-methylpyridin-4-yl)pyrido[3,4-d]pyrimidin-4-amine